OC(CCC1=CC=C(C(=O)O)C=C1)(C)C 4-(3-hydroxy-3-methylbutyl)benzoic acid